4-(trifluoromethyl)-N-(5-(cis-3-(6-(trifluoromethyl)pyridin-3-yl)cyclobutoxy)-1H-indol-3-yl)benzamide FC(C1=CC=C(C(=O)NC2=CNC3=CC=C(C=C23)O[C@@H]2C[C@@H](C2)C=2C=NC(=CC2)C(F)(F)F)C=C1)(F)F